BrC1=C(C=CC(=N1)NCC=1SC=CC1)OC 6-bromo-5-methoxy-N-[(thiophen-2-yl)methyl]pyridin-2-amine